(4aR,8aS)-6-[4-[[2-(2,2,2-Trifluoroethoxy)-4-(trifluoromethyl)phenyl]methyl]piperidine-1-carbonyl]-4,4a,5,7,8,8a-hexahydropyrido[4,3-b][1,4]oxazin-3-one FC(COC1=C(C=CC(=C1)C(F)(F)F)CC1CCN(CC1)C(=O)N1C[C@@H]2[C@@H](OCC(N2)=O)CC1)(F)F